C(#N)CC(=O)N(CC(=O)[O-])C N-(2-cyanoacetyl)-N-methylglycinate